S1C(=CC2=C1C=CC=C2)C2=CC=C(C=C2)N(C2=CC=C(C=C2)C2=CC1=C(N=C(O1)C1=CC=CC=C1)C=C2)C2=CC=C(C=C2)C2=CC1=C(N=C(O1)C1=CC=CC=C1)C=C2 N-(4-benzothien-2-yl-phenyl)-N,N-bis{4-(2-phenyl-benzoxazol-6-yl)-phenyl}-amine